FC=1C=C2C(=NC1)NC=C2N2N=C(C=CC2=O)N2CC(CC2)C(=O)O 1-(1-(5-fluoro-1H-pyrrolo[2,3-b]pyridin-3-yl)-6-oxo-1,6-dihydropyridazin-3-yl)pyrrolidine-3-carboxylic acid